(S)-N-(5-(benzo[d]oxazol-2-ylmethylene)-2-(3,4-dimethylpiperazin-1-yl)phenyl)-6-oxo-4-(trifluoromethyl)-1,6-dihydropyridine-3-carboxamide O1C(=NC2=C1C=CC=C2)C=C2CC=C(C(=C2)NC(=O)C2=CNC(C=C2C(F)(F)F)=O)N2C[C@@H](N(CC2)C)C